ClC1=NC(=C2N(C=NC2=N1)C1CC1)Cl 2,6-Dichloro-7-cyclopropyl-purine